C(C)(C)(C)OC(N[C@@H]1CN(CC1)C1=C(C=CC=2N(C(=NC21)C)CCOC)NC(C2=C(C(=NC=C2)C2=C(C=CC=C2OC)F)F)=O)=O ((3S)-1-(5-(3-fluoro-2-(2-fluoro-6-methoxyphenyl)isonicotinamido)-1-(2-methoxyethyl)-2-methyl-1H-benzo[d]imidazol-4-yl)pyrrolidin-3-yl)carbamic acid tert-butyl ester